BrC/C=C/C(=O)N1CCC(CC1)C=1C=CN2N=CN=C(C21)NC2=CC(=C(C=C2)OC2=CC1=C(N(C=N1)C)C=C2)C (E)-4-bromo-1-(4-(4-((3-methyl-4-((1-methyl-1H-benzo[d]imidazol-5-yl)oxy)phenyl)amino)pyrrolo[2,1-f][1,2,4]triazin-5-yl)piperidin-1-yl)but-2-en-1-one